5-(3-cyclopropylphenoxy)-3-ethyl-pyridazine-4-carboxylic acid C1(CC1)C=1C=C(OC=2C(=C(N=NC2)CC)C(=O)O)C=CC1